hexahydro-3H-thiazolo[3,4-a]pyridin-3-imine C1SC(N2C1CCCC2)=N